BrCC(O)(C)C(C)(C)O bromopinacol